C(C)OC(C=CC=1C=NC2=NC(=CC=C2C1Cl)OC)=O 3-(4-chloro-7-methoxy-1,8-naphthyridin-3-yl)acrylic acid ethyl ester